NC1=CC(=C(C=C1)C1=NN(C2=CC=C(C=C12)C(=O)NC1=CC(=C(C=C1)C)NS(=O)(=O)C)C)C 3-(4-Amino-2-methylphenyl)-1-methyl-N-(4-methyl-3-(methylsulfonamido)phenyl)-1H-indazole-5-carboxamide